C(C)C=1N=C2N(C=C(C=C2)C2CCN(CC2)C(CCNC)=O)C1N(C)C=1SC=C(N1)C1=CC=C(C=C1)F 1-(4-(2-ethyl-3-((4-(4-fluorophenyl)thiazol-2-yl)(methyl)amino)imidazo[1,2-a]pyridin-6-yl)piperidin-1-yl)-3-(methylamino)propan-1-one